lauroylSodium methyl-isethionate COS(=O)(=O)CCO.C(CCCCCCCCCCC)(=O)[Na]